O-(4,5-dimethoxy-2-nitrophenyl)-L-serine methyl ester COC([C@@H](N)COC1=C(C=C(C(=C1)OC)OC)[N+](=O)[O-])=O